CC1=C(C=CC=C1C1=CC=2C(=NC(=CC2)CNCCO)O1)C1=CC=CC=C1 2-({[2-(2-methylbiphenyl-3-yl)furo[2,3-b]pyridin-6-yl]methyl}amino)ethanol